ethyl (5R)-1,5-dimethyl-2-oxo-4-(trifluoromethyl sulfonyloxy)-6,7-dihydro-5H-cyclopenta[b]pyridine-3-carboxylate CN1C2=C(C(=C(C1=O)C(=O)OCC)OS(=O)(=O)C(F)(F)F)[C@@H](CC2)C